ClC=1C=CC=2C(=NC=C(N2)N2CCC3(CC2)[C@@H](C2=CC=CC=C2C3)N)N1 (S)-1'-(6-chloropyrido[2,3-b]pyrazin-2-yl)-1,3-dihydrospiro[indene-2,4'-piperidine]-1-amine